9,9-diethoxy-2-pivaloyloxynonane C(C)OC(CCCCCCC(C)OC(C(C)(C)C)=O)OCC